[Zn].[Li].ClC1=NC=C(C(=N1)NCC1=C(C(=CC=C1)F)Cl)C(=O)N 2-chloro-4-((2-chloro-3-fluorobenzyl)amino)pyrimidin-5-carboxamide lithium zinc